C1(=CC=C(C=C1)CN)CN 1,4-Xylylendiamin